C1(=CC=CC=C1)N(C(=O)OCC1CCC(CC1)COCC(=O)O)C1=CC=CC=C1 2-(((1r,4r)-4-((diphenyl-carbamoyloxy)methyl)cyclohexyl)methoxy)acetic acid